C[C@H]1[C@@H]2[C@H](N(CN2C3=C(N1)N=C(NC3=O)N)C4=CC=C(C=C4)C[C@@H]([C@@H]([C@@H](CO[C@@H]5[C@@H]([C@@H]([C@H](O5)COP(=O)(O)O[C@@H](CCC(=O)O)C(=O)O)O)O)O)O)O)C 5,10-methylenetetrahydromethanopterin